4-{(S)-2-[(S)-2-(Methoxycarbonyl)-3-phenylpropanamido]-2-(4,5,6,7-tetrahydrobenzo[d]thiazol-2-yl)ethyl}phenylsulfamic acid COC(=O)[C@H](C(=O)N[C@@H](CC1=CC=C(C=C1)NS(O)(=O)=O)C=1SC2=C(N1)CCCC2)CC2=CC=CC=C2